[2-(2,6-dioxopiperidin-3-yl)-4-(oxetan-3-yloxy)-3-oxo-2,3-dihydro-1H-isoindol-5-yl]methyl N-[4-(3,4-difluorophenoxy)phenyl]carbamate FC=1C=C(OC2=CC=C(C=C2)NC(OCC=2C(=C3C(N(CC3=CC2)C2C(NC(CC2)=O)=O)=O)OC2COC2)=O)C=CC1F